4-amino-1-(4-(((2-methacrylamidoethoxy)carbonylamino)methyl)benzyl)-1H-imidazo[4,5-c]quinoline-2-carboxylic acid NC1=NC=2C=CC=CC2C2=C1N=C(N2CC2=CC=C(C=C2)CNC(=O)OCCNC(C(=C)C)=O)C(=O)O